ClC1=C(C=C(OCCCN2CCC(CC2)NC(OC(C)(C)C)=O)C=C1)F tert-butyl (1-(3-(4-chloro-3-fluorophenoxy)propyl)piperidin-4-yl)carbamate